OC1(C[C@H]2CC[C@@H](C1)N2C(=O)OC(C)(C)C)C tert-butyl (1R,5S)-3-hydroxy-3-methyl-8-azabicyclo[3.2.1]octane-8-carboxylate